CN1C(=CC2=C(C=CC(=C12)Cl)NC=1C=NC(=CC1)OC)C(=O)O 1-methyl-4-((6-methoxypyridin-3-yl)amino)-7-chloro-indole-2-carboxylic acid